NC1=C(C=2C(=NN(C2C(F)(F)F)CC(F)F)N1C1=C(C(=CC=C1C)O)C)C(=O)N (S)-5-amino-2-(2,2-difluoroethyl)-6-(3-hydroxy-2,6-dimethylphenyl)-3-(trifluoromethyl)-2,6-dihydropyrrolo[2,3-C]pyrazole-4-carboxamide